N-2-pentyl-methacrylamide CC(CCC)NC(C(=C)C)=O